FC1(CCN(CC1)C1=C(C=C(C=N1)N1C=NC(=C1)C(=O)O)C)F 1-[6-(4,4-difluoropiperidin-1-yl)-5-methylpyridin-3-yl]imidazole-4-carboxylic acid